C(C)(=O)OCC1=CC=C(C=C1)B(O)O 4-(ACETOXYMETHYL)BENZENEBORONIC ACID